tert-butyl (6-(4-(4-(quinoxalin-2-yl)-1H-pyrazol-1-yl)piperidin-1-yl)hexyl)carbamate N1=C(C=NC2=CC=CC=C12)C=1C=NN(C1)C1CCN(CC1)CCCCCCNC(OC(C)(C)C)=O